FC(S(=O)(=O)OCC(CCCN1C(C2=CC=CC=C2C1=O)=O)(F)F)(F)F 5-(1,3-dioxoisoindolin-2-yl)-2,2-difluoropentyl trifluoromethanesulfonate